ClC=1C=C(C=NC1N1CCCC1)N 5-chloro-6-(pyrrolidin-1-yl)pyridin-3-amine